CC1=CC=C(C=C1)N1C(NC=C(C1=O)C(=O)NC1=CC(=C(C=C1)OC1=CC(=NC=2N1N=CC2)C)F)=O 3-(4-methylphenyl)-N-(3-fluoro-4-((5-methylpyrazolo[1,5-a]pyrimidine-7-yl)oxy)phenyl)-2,4-dioxo-1,2,3,4-tetrahydropyrimidine-5-carboxamide